NC1=C(C(=NN1C1=C(C=C(C=C1)F)F)C1=CC=C(C=C1)CNC(C1=C(C=CC=C1)OC)=O)C(=O)N 5-amino-1-(2,4-difluorophenyl)-3-[4-[[(2-methoxybenzoyl)amino]methyl]phenyl]pyrazole-4-carboxamide